N[C@]1(C(N(C2=CC=CC=C12)C(C1=CC=CC=C1)(C1=CC=CC=C1)C1=CC=CC=C1)=O)C1=CC2=CC=CC=C2C=C1 (R)-3-amino-3-(2-naphthyl)-1-triphenylmethylindol-2-one